CC(=O)NC1=CC=C(C=C1)O[C@H]2[C@@H]([C@H]([C@@H]([C@H](O2)C(=O)O)O)O)O The molecule is a beta-D-glucosiduronic acid that is the O-glucuronide of paracetamol (acetaminophen). It has a role as a drug metabolite. It derives from a paracetamol and a beta-D-glucuronic acid. It is a conjugate acid of an acetaminophen O-beta-D-glucosiduronate.